2,2,2-trifluoro-1-(2,4-dimethylphenyl)-ethanone oxime FC(C(=NO)C1=C(C=C(C=C1)C)C)(F)F